[I-].C(CCCCCCC)[NH3+] n-Octylammonium iodide